(R)-(1-(2-butoxy-5-chlorobenzyl)pyrrolidin-3-yl)methanamine disuccinate C(CCC(=O)O)(=O)O.C(CCC(=O)O)(=O)O.C(CCC)OC1=C(CN2C[C@H](CC2)CN)C=C(C=C1)Cl